2-(4-bromo-2-methoxybenzyl)thiazole BrC1=CC(=C(CC=2SC=CN2)C=C1)OC